4-(benzenesulfonyl)phenylboronic acid C1(=CC=CC=C1)S(=O)(=O)C1=CC=C(C=C1)B(O)O